C1(CCCCC1)NC1CCCCC1.C(C)(C)(C)OC(=O)N[C@@H](CCSC)C(=O)O N-tert-butoxycarbonyl-L-methionine dicyclohexylamine salt